(E)-1-(2-Aminoethyl)-2-nitroguanidine trifluoroacetate FC(C(=O)O)(F)F.NCCN\C(=N\[N+](=O)[O-])\N